C(C1=CC=CC=C1)OC(N(C)CCCC=1N(N=C2C=CC=C(C12)Br)COCC[Si](C)(C)C)=O.ClCC(=O)N1C[C@@H](CC1)O (R)-2-chloro-1-(3-hydroxypyrrolidin-1-yl)ethan-1-one benzyl-N-[3-[4-bromo-2-(2-trimethylsilylethoxymethyl)indazol-3-yl]propyl]-N-methyl-carbamate